(3s,5r)-1-(tert-butoxycarbonyl)-5-carbamoyl-piperidine-3-carboxylic acid C(C)(C)(C)OC(=O)N1C[C@H](C[C@H](C1)C(N)=O)C(=O)O